C(C)(C)(C)OC(CCCCCCCBr)=O.CCCCCCCCC(CCCCCCCC)OC(CCCCCCCN(CCCCCCCC(=O)OC(C)(C)C)CCO)=O tert-Butyl 8-((8-(heptadecan-9-yloxy)-8-oxooctyl)(2-hydroxyethyl)amino)octanoate tert-Butyl-8-bromooctanoate